O1C(COCC1)COC1=CC(=C(C(=N1)CCC1=CC=C(C=C1)OCCN)CC)O 6-((1,4-dioxan-2-yl)methoxy)-2-(4-(2-aminoethoxy)phenethyl)-3-ethylpyridin-4-ol